ClC=1C2=C(C(=NC1)C1=CC=C(C(=O)NC3CCS(CC3)(=O)=O)C=C1)C=CN2 4-(7-Chloro-1H-pyrrolo[3,2-c]pyridin-4-yl)-N-(1,1-dioxotetrahydrothiopyran-4-yl)benzamide